(S)-N-(2-(azetidin-1-yl)ethyl)-4-((5-fluoro-4-(2,2,5-trimethylmorpholino)pyrimidin-2-yl)amino)benzenesulfonamide N1(CCC1)CCNS(=O)(=O)C1=CC=C(C=C1)NC1=NC=C(C(=N1)N1CC(OC[C@@H]1C)(C)C)F